2-bromo-7-fluoro-4-(4-(trifluoromethoxy)phenyl)quinazoline BrC1=NC2=CC(=CC=C2C(=N1)C1=CC=C(C=C1)OC(F)(F)F)F